S(C)(=O)(=O)O.FC=1C=C(CNC2=C3NC=NC3=NC=N2)C=CC1 6-(3-fluorobenzylamino)purine mesylate